OC(C)(C)[C@H]1CN(CCO1)C=1C=CC(=NC1)NC=1C2=C(C(=NC1)C1=CN=C3N1C=CC=C3)CNC2=O 7-[[5-[(2R)-2-(1-hydroxy-1-methyl-ethyl)morpholin-4-yl]-2-pyridyl]amino]-4-imidazo[1,2-a]pyridin-3-yl-2,3-dihydro-pyrrolo[3,4-c]pyridin-1-one